((4-(2-((1-benzyl-4-fluoropiperidin-4-yl)methyl)-1-oxo-2,3-dihydro-1H-inden-5-yl)piperidin-1-yl)methyl)-1H-indole-5-carbonitrile C(C1=CC=CC=C1)N1CCC(CC1)(F)CC1C(C2=CC=C(C=C2C1)C1CCN(CC1)CN1C=CC2=CC(=CC=C12)C#N)=O